Cl.C12CC(CC(CCC1)N2)N(C=2SC1=C(C=NC(=C1)C1=CC3=CN(N=C3C(=C1)C#N)C)N2)C 5-{2-[9-Azabicyclo[3.3.1]non-3-yl(methyl)amino][1,3]thiazolo[4,5-c]pyridin-6-yl}-2-methyl-2H-indazol-7-carbonitril-Hydrochlorid